4-(4-(4-aminopiperidin-1-yl)-7-(3-hydroxy-4-methoxyphenyl)-1H-imidazolo[4,5-c]pyridin-6-yl)-2-fluorobenzonitrile hydrochloride Cl.NC1CCN(CC1)C1=NC(=C(C2=C1N=CN2)C2=CC(=C(C=C2)OC)O)C2=CC(=C(C#N)C=C2)F